C(C)(C)(C)OC(=O)N1CCN(CC1)CC(C)N 4-(2-amino-propyl)-piperazine-1-carboxylic acid tert-butyl ester